C(C)OC1=CC=CC2=C1OC=1CN(CCC12)CCN1C(C2=C(CCC1)C=CC=C2)=O 2-(2-(8-ethoxy-3,4-dihydrobenzofuro[2,3-c]pyridin-2(1H)-yl)ethyl)-2,3,4,5-tetrahydro-1H-benzo[c]azepin-1-one